C1=C(C=CC2=CC=CC=C12)NCC=1C=C(C=CC1)/C=C/C(=O)OCC (E)-ethyl 3-(3-((naphthalen-2-ylamino)methyl)phenyl)acrylate